3-bromo-N-((1r,3r,5s,6r)-3-(6-chloro-1H-indazol-4-yl)-3-hydroxy-bicyclo[3.1.0]hexane-6-yl)-4-fluorobenzamide BrC=1C=C(C(=O)NC2[C@H]3CC(C[C@@H]23)(O)C2=C3C=NNC3=CC(=C2)Cl)C=CC1F